rac-(3r,6s,7s,8as)-6-(benzo[d][1,3]dioxol-5-yl)-2-(3-(dimethylamino)propyl)-3,7-dimethyl-1,4-dioxooctahydropyrrolo[1,2-a]pyrazine-7-carbonitrile O1COC2=C1C=CC(=C2)[C@H]2[C@](C[C@@H]1N2C([C@H](N(C1=O)CCCN(C)C)C)=O)(C#N)C |r|